3-(3-(2-hydroxyethyl)phenyl)piperidine-2,6-dione OCCC=1C=C(C=CC1)C1C(NC(CC1)=O)=O